NC(CCC1CC1)(C1=CC(=CC=C1)C#N)C=1C=CC(=C(C1)NC(=O)[C@@H]1N(C[C@@H](C1)O)C(=O)NC1=CC=CC=C1)F (2R,4R)-N2-(5-((+)-1-amino-1-(3-cyanophenyl)-3-cyclopropyl-propyl)-2-fluorophenyl)-4-hydroxy-N1-phenylpyrrolidine-1,2-dicarboxamide